4-(4-(4-((1H-indazol-5-yl)amino)quinolin-6-yl)-3-fluorobenzyl)piperazin-2-one N1N=CC2=CC(=CC=C12)NC1=CC=NC2=CC=C(C=C12)C1=C(C=C(CN2CC(NCC2)=O)C=C1)F